tert-butyl 4-((S)-4-(((benzyloxy)carbonyl)amino)-5-methoxy-5-oxopentanoyl)-2-phenylpiperazine-1-carboxylate C(C1=CC=CC=C1)OC(=O)N[C@@H](CCC(=O)N1CC(N(CC1)C(=O)OC(C)(C)C)C1=CC=CC=C1)C(=O)OC